Lysine β-Aminoethyl Ester Trihydrochloride Cl.Cl.Cl.NCCOC([C@@H](N)CCCCN)=O